methyl-N-(3-(3-methyl-3-(methylsulfonyl)but-1-yn-1-yl)phenyl)-8-(methylsulfonyl)-[1,2,4]triazolo[4,3-a]quinazolin-5-amine CC1=NN=C2N1C1=CC(=CC=C1C(=N2)NC2=CC(=CC=C2)C#CC(C)(S(=O)(=O)C)C)S(=O)(=O)C